monocalcium diphosphate [O-]P([O-])(=O)OP(=O)(O)O.[Ca+2]